(S)-2-acetamido-N-(2-(2-(4-amino-2-butyl-1H-imidazo[4,5-c]quinolin-1-yl)ethoxy)ethyl)-5-guanidino-pentanamide C(C)(=O)N[C@H](C(=O)NCCOCCN1C(=NC=2C(=NC=3C=CC=CC3C21)N)CCCC)CCCNC(=N)N